4-amino-6-(3-cyanophenyl)-N-ethyl-7-(pyrimidin-4-yl)pyrazolo[1,5-a]pyrazine-2-carboxamide NC=1C=2N(C(=C(N1)C1=CC(=CC=C1)C#N)C1=NC=NC=C1)N=C(C2)C(=O)NCC